tert-Butyl (3S,4S)-4-azido-3-fluoro-piperidine-1-carboxylate N(=[N+]=[N-])[C@@H]1[C@H](CN(CC1)C(=O)OC(C)(C)C)F